FC1=C(OC2=C(C(=O)N)C=CC=N2)C=CC(=C1)CC(=O)NC=1SC2=C(N1)C=C(C=C2)C2=CC=NN2C 2-(2-fluoro-4-(2-((5-(1-methyl-1H-pyrazol-5-yl)benzo[d]thiazol-2-yl)amino)-2-oxoethyl)phenoxy)nicotinamide